COCC(=O)N1[C@@H](CN(CC1)C1=CC(=NC=C1)NC=1SC2=NC(=CC=C2N1)C1=CC=NC=C1)C (R)-2-methoxy-1-(2-methyl-4-(2-((5-(pyridin-4-yl)thiazolo[5,4-b]pyridin-2-yl)amino)pyridin-4-yl)piperazin-1-yl)ethanone